N[C@@H](C(C)C)C(=O)N[C@@H](C)C(=O)NCCCN(C(CO)=O)[C@H](C(C)(C)C)C=1N(C=C(N1)C1=C(C=CC(=C1)F)F)CC1=CC=CC=C1 L-valyl-N-{3-[{(1R)-1-[1-benzyl-4-(2,5-difluorophenyl)-1H-imidazol-2-yl]-2,2-dimethylpropyl}(glycoloyl)amino]propyl}-L-alaninamid